FC=1C=C(C=CC1)CNC(=O)C=1C(=NC2=CC(=CC=C2C1OC)C(F)(F)F)OC N-[(3-fluorophenyl)-methyl]-2,4-dimethoxy-7-(trifluoromethyl)-quinoline-3-carboxylic acid amide